5-chloro-3-(2-(3-(4-chlorophenyl)-4-oxothiazolidine-2-ylidene)hydrazono)-1H-indol-2-one ClC=1C=C2C(C(NC2=CC1)=O)=NN=C1SCC(N1C1=CC=C(C=C1)Cl)=O